3-(3-Chloro-4-fluorophenyl)-1-ethyl-1-((1-(2-hydroxyethoxy)isoquinolin-4-yl)methyl)urea ClC=1C=C(C=CC1F)NC(N(CC1=CN=C(C2=CC=CC=C12)OCCO)CC)=O